tert-butyl ((1r,4r)-4-acetamidocyclohexyl)carbamate C(C)(=O)NC1CCC(CC1)NC(OC(C)(C)C)=O